Cl.ClC=1C=C(C=C(C1)Cl)C1(CCNCC1)O 4-(3,5-dichlorophenyl)piperidin-4-ol hydrochloride